trans-cyclooct-2-en-ol C1(\C=C\CCCCC1)O